CN(C1CC2C(OC(O2)(CCCCCCCC\C=C/C\C=C/CCCCC)CCCCCCCC\C=C/C\C=C/CCCCC)C1)C N,N-dimethyl-2,2-di((9Z,12Z)-octadeca-9,12-dienyl)tetrahydro-3aH-cyclopenta[d][1,3]dioxol-5-amine